2-[4-(Bromomethyl)phenyl]-4-(trifluoromethoxy)pyridine methyl-4-(4-(1H-indol-3-yl)furan-2-yl)-4-oxobutanoate COC(CCC(=O)C=1OC=C(C1)C1=CNC2=CC=CC=C12)=O.BrCC1=CC=C(C=C1)C1=NC=CC(=C1)OC(F)(F)F